O[C@@]1(C2(C(=C3C=C(CC3=C1)C)C)CC2)C (S)-6'-hydroxy-2',4',6'-trimethylspiro[cyclopropane-1,5'-inden]